NC1=NNC2=C1C=NC(=C2)C2=CC=C(C=C2)NS(=O)(=O)C2=C(C=CC(=C2)OC)F N-(4-(3-amino-1H-pyrazolo[4,3-c]pyridin-6-yl)phenyl)-2-fluoro-5-methoxybenzenesulfonamide